ClC1=CC=C(C=C1)CN1C([C@H](CS(C2=C1C=C(C(=C2)F)C=2N=NN(N2)C2CN(CC2)S(=O)(=O)C)(=O)=O)NC(OC(C)(C)C)=O)=O tert-butyl N-[(3R)-5-[(4-chlorophenyl)methyl]-8-fluoro-7-[2-(1-methylsulfonylpyrrolidin-3-yl)tetrazol-5-yl]-1,1,4-trioxo-2,3-dihydro-1λ6,5-benzothiazepin-3-yl]carbamate